CC1(OC=2C=C(C=CC2C=2C1=NC(=NC2)NC2=CC1=C(OCCN1C)N=C2)N2C1(CC1)CCC2=O)C 4-[5,5-dimethyl-3-({1-methyl-1H,2H,3H-pyrido[2,3-b][1,4]oxazin-7-yl}amino)-5H-chromeno[3,4-d]pyrimidin-8-yl]-4-azaspiro[2.4]heptan-5-one